2-ethynyl-N-(4-(methylsulfonyl)phenethyl)thiazole-4-carboxamide C(#C)C=1SC=C(N1)C(=O)NCCC1=CC=C(C=C1)S(=O)(=O)C